(((2S,3R,4S,6R)-4-(dimethylamino)-3-hydroxy-6-methyltetrahydro-2H-pyran-2-yl)oxy)-8-methoxy-6,8,10,12,12-pentamethyl-4-propionyl-1-oxa-4-azacyclotridecane-11,13-dione CN([C@@H]1[C@H]([C@@H](O[C@@H](C1)C)OC1OC(C(C(C(CC(CC(CN(C1)C(CC)=O)C)(C)OC)C)=O)(C)C)=O)O)C